3-((3-isopropoxy-3-oxopropyl)amino)-7-(thiazol-5-yl)benzo[e][1,2,4]triazin-1-oxide C(C)(C)OC(CCNC=1N=[N+](C2=C(N1)C=CC(=C2)C2=CN=CS2)[O-])=O